CC=1C=CC=2N(C1C)N=C(C2)OCCN2CCCCC2 6,7-dimethyl-2-[2-(piperidin-1-yl)ethoxy]pyrazolo-[1,5-a]pyridin